C[C@@H]1N(CC1)C=1N=C(C2=C(N1)CCC2)C=C 2-[(2S)-2-methylazetidin-1-yl]-4-vinyl-6,7-dihydro-5H-cyclopenta[d]pyrimidine